6-O-(β-D-galacto-pyranosyl)-D-galactose [C@@H]1([C@H](O)[C@@H](O)[C@@H](O)[C@H](O1)CO)OC[C@H]([C@@H]([C@@H]([C@H](C=O)O)O)O)O